N-methyl-2-[(3R)-3-methyl[1,4'-bipiperidin]-1'-yl]-N-(pyridin-4-ylmethyl)-1,3-thiazole-5-carboxamide CN(C(=O)C1=CN=C(S1)N1CCC(CC1)N1C[C@@H](CCC1)C)CC1=CC=NC=C1